C(C1=CC=CC=C1)OC1CC(C1)C(CBr)=O 1-[3-(benzyloxy)cyclobutyl]-2-bromo-1-ethanone